amyl 1,1,2,2-tetrafluoroethyl ether FC(C(F)F)(F)OCCCCC